ClC=1C(=NC(=CC1)Cl)OC1=NC=CC2=CC(=CC(=C12)O[C@H](C(F)(F)F)C)N1N=C(N(C1=O)CC)CO (S)-1-(1-((3,6-Dichloropyridin-2-yl)oxy)-8-((1,1,1-trifluoropropan-2-yl)oxy)isoquinolin-6-yl)-4-ethyl-3-(hydroxymethyl)-1H-1,2,4-triazol-5(4H)-one